NCCNCCCN 3-(2-aminoethylamino)-propylamine